(3S,6S,9S,12S,15S)-6-(aminomethyl)-9-cyclohexyl-16-(cyclopentylmethyl)-3-((S)-1-hydroxyethyl)-12-isobutyl-13,15-dimethyl-1,4,7,10,13,16-hexaazacyclooctadecane-2,5,8,11,14-pentaone NC[C@H]1C(N[C@H](C(NCCN([C@H](C(N([C@H](C(N[C@H](C(N1)=O)C1CCCCC1)=O)CC(C)C)C)=O)C)CC1CCCC1)=O)[C@H](C)O)=O